C(C)(C)(C)OC(=O)N1[C@@H](CN(C[C@@H]1C)C1=C(C(=CC(=C1)C#N)N)Cl)C.CN1N=C(C(=C1)C1=CC=NC=C1)C1=CC=C(COC2(NC3=CC=CC=C3C=C2C(CC(=O)O)C(=O)O)C(CC(=O)O)C(=O)O)C=C1 2-[4-(1-methyl-4-pyridin-4-yl-1H-pyrazol-3-yl)-benzyloxy]-quinolinedisuccinic acid tert-butyl-(2R,6S)-4-(3-amino-2-chloro-5-cyanophenyl)-2,6-dimethylpiperazine-1-carboxylate